C1CC12CNC(C2)C(=O)O 5-azaspiro[2.4]heptane-6-carboxylic acid